1,4-cyclohexadiene-1-carboxylic acid C1(=CCC=CC1)C(=O)O